tert-butyl-[(3R,5S)-1-[(S)-tert-butylsulfinyl]-5-(3-methoxy-2-methyl-phenyl)pyrrolidin-3-yl]oxy-dimethyl-silane C(C)(C)(C)[Si](C)(C)O[C@H]1CN([C@@H](C1)C1=C(C(=CC=C1)OC)C)[S@@](=O)C(C)(C)C